glycerol tris(2-heptyl undecanoate) C(CCCCCC)C(C(=O)OCC(OC(C(CCCCCCCCC)CCCCCCC)=O)COC(C(CCCCCCCCC)CCCCCCC)=O)CCCCCCCCC